C(C)(C)(C)OC(=O)N1CCC(CC1)N(CC(=O)O)C 2-({1-[(tert-Butoxy)carbonyl]piperidin-4-yl}(methyl)amino)acetic Acid